1-(4-bromo-3-hydroxyphenyl)-N-(5-chloro-2-methylphenyl)-1H-1,2,3-triazole-4-carboxamide BrC1=C(C=C(C=C1)N1N=NC(=C1)C(=O)NC1=C(C=CC(=C1)Cl)C)O